Oleoyl-L-serine C(CCCCCCC\C=C/CCCCCCCC)(=O)N[C@@H](CO)C(=O)O